((4-methoxy-3,5-dimethylpyridin-2-yl)methyl)(3-methoxy-5-((triisopropylsilyl)ethynyl)phenyl)-carbamic acid tert-butyl ester C(C)(C)(C)OC(N(C1=CC(=CC(=C1)C#C[Si](C(C)C)(C(C)C)C(C)C)OC)CC1=NC=C(C(=C1C)OC)C)=O